(2S)-4-[2-(cyclopropoxy)ethyl-[4-(5,6,7,8-tetrahydro-1,8-naphthyridin-2-yl)butyl]amino]-2-(diethylcarbamoylamino)butanoic acid C1(CC1)OCCN(CC[C@@H](C(=O)O)NC(N(CC)CC)=O)CCCCC1=NC=2NCCCC2C=C1